(2-(hydroxymethyl)benzyl)thiazole-2-carboxamide OCC1=C(CC=2N=C(SC2)C(=O)N)C=CC=C1